2-(3,5-difluorophenyl)-5-methyl-2,4-dihydro-3H-pyrazol-3-one FC=1C=C(C=C(C1)F)N1N=C(CC1=O)C